(2R-4S)-N-((S)-1-(((6-Amino-2-methylpyridin-3-yl)methyl)amino)-1-oxopropan-2-yl)-4-(4-(tert-butyl)benzyl)pyrrolidine-2-carboxamide dihydrochloride Cl.Cl.NC1=CC=C(C(=N1)C)CNC([C@H](C)NC(=O)[C@@H]1NC[C@H](C1)CC1=CC=C(C=C1)C(C)(C)C)=O